N-(5-Methylpyridin-2-yl)-2-(((2-(trifluoromethyl)pyridin-4-yl)thio)methyl)-1H-benzo[d]imidazol-5-amine CC=1C=CC(=NC1)NC1=CC2=C(NC(=N2)CSC2=CC(=NC=C2)C(F)(F)F)C=C1